(3-(triethoxysilyl)propyl)-2,2-diethoxy-1-aza-2-silacyclopentane C(C)O[Si](CCCN1[Si](CCC1)(OCC)OCC)(OCC)OCC